undecenedicarboxylic acid C(=CCCCCCCCCC)(C(=O)O)C(=O)O